5-Chloro-6'-(((1S,3S)-3-((1-(4-methoxybenzyl)-1H-imidazo[4,5-b]pyridin-2-yl)amino)cyclopentyl)amino)-2H-[1,3'-bipyridin]-2-one ClC=1C=CC(N(C1)C=1C=NC(=CC1)N[C@@H]1C[C@H](CC1)NC=1N(C=2C(=NC=CC2)N1)CC1=CC=C(C=C1)OC)=O